2-[6-amino-5-(trifluoromethyl)pyridin-3-yl]-N-[(1R)-1-(6-cyanopyridin-3-yl)ethyl]-6,7-dihydrospiro[pyrazolo[5,1-c][1,4]oxazine-4,3'-pyrrolidine]-1'-carboxamide NC1=C(C=C(C=N1)C1=NN2C(=C1)C1(CN(CC1)C(=O)N[C@H](C)C=1C=NC(=CC1)C#N)OCC2)C(F)(F)F